CC1=NN(C(=C1C=1C2=C(N=C(N1)OC[C@]13CCCN3C[C@@H](C1)F)C(NCC2)=O)C)C2OCCCC2 4-(3,5-Dimethyl-1-(tetrahydro-2H-pyran-2-yl)-1H-pyrazol-4-yl)-2-(((2R,7aS)-2-fluorotetrahydro-1H-pyrrolizin-7a(5H)-yl)methoxy)-6,7-dihydropyrido[3,4-d]pyrimidin-8(5H)-one